2-(3-chlorophenyl)-2,2-difluoro-1-phenylethyl ((S)-1-(((S)-4-(cyclopropylamino)-3,4-dioxo-1-((S)-2-oxopyrrolidin-3-yl)butan-2-yl)amino)-4,4-difluoro-1-oxobutan-2-yl)carbamate C1(CC1)NC(C([C@H](C[C@H]1C(NCC1)=O)NC([C@H](CC(F)F)NC(OC(C(F)(F)C1=CC(=CC=C1)Cl)C1=CC=CC=C1)=O)=O)=O)=O